[8-(cyclopropoxy)-2-methyl-imidazo[1,2-a]pyridin-6-yl]-5-[(3S,5R)-3,5-dimethylpiperazin-1-yl]pyrido[3,4-b]pyrazine-8-carboxamide C1(CC1)OC=1C=2N(C=C(C1)C=1N=C3C(=NC1)C(=NC=C3C(=O)N)N3C[C@@H](N[C@@H](C3)C)C)C=C(N2)C